2-[[4-[6-cyclopropyl-3-(2H-tetrazol-5-yl)pyrazin-2-yl]piperazin-1-yl]methyl]-1,3-benzothiazole C1(CC1)C1=CN=C(C(=N1)N1CCN(CC1)CC=1SC2=C(N1)C=CC=C2)C=2N=NNN2